5'-chloro-1',2',4,5-tetrahydro-2H-spiro[furan-3,3'-pyrrolo[3,2-b]pyridine] ClC1=CC=C2C(=N1)C1(CN2)COCC1